BrC1=CC(N(C=C1OC)C(C(=O)OC(C)(C)C)CC1CCC1)=O tert-butyl 2-(4-bromo-5-methoxy-2-oxopyridin-1(2H)-yl)-3-cyclobutylpropionate